FC(OC=1C=C(C=CC1)N1C(C(C2=CC(=CC=C12)C(=O)NC1CCC(CC1)(C(F)(F)F)OC)(C)C)=O)F 1-(3-(difluoromethoxy)phenyl)-N-(4-methoxy-4-(trifluoromethyl)cyclohexyl)-3,3-dimethyl-2-oxoindoline-5-carboxamide